C(C1=CC=CC=C1)O[C@H]1C[C@@H](C[C@@H]1COCC1=CC=CC=C1)N1C=C(C2=C1N=CN=C2Cl)Br 7-[(1R,3S,4R)-3-(benzyloxy)-4-[(benzyloxy)methyl]cyclopentyl]-5-bromo-4-chloro-7H-pyrrolo[2,3-d]pyrimidine